BrC1(C(=C(C=CC1)OC)C1=CC=CC=C1)OC 2-bromo-2,6-dimethoxybiphenyl